tris-hydroxymethylamine OCN(CO)CO